4,5-dimethoxy-2-nitrobenzoic acid methyl ester COC(C1=C(C=C(C(=C1)OC)OC)[N+](=O)[O-])=O